tert-butyl 4-((4-(2-amino-7H-pyrrolo[2,3-d]pyrimidin-7-yl) pyridin-2-yl) ethynyl)-4-hydroxypiperidine-1-carboxylate NC=1N=CC2=C(N1)N(C=C2)C2=CC(=NC=C2)C#CC2(CCN(CC2)C(=O)OC(C)(C)C)O